N-(6-(1,2-dimethyl-1H-imidazol-5-yl)isoquinolin-3-yl)-4-morpholinylcyclohexane-1-carboxamide CN1C(=NC=C1C=1C=C2C=C(N=CC2=CC1)NC(=O)C1CCC(CC1)N1CCOCC1)C